4-(aminomethyl)-6-(6-chloro-2-methylimidazo[1,2-b]pyridazin-3-yl)phthalazin-1(2H)-one NCC1=NNC(C2=CC=C(C=C12)C1=C(N=C2N1N=C(C=C2)Cl)C)=O